ClC1=NC(=CC(=N1)OC1CC(CN(C1)C(=O)OC(C)(C)C)C(=O)OC)C1=C(C=CC=C1C)C O1-tert-Butyl O3-methyl 5-[2-chloro-6-(2,6-dimethylphenyl)pyrimidin-4-yl]oxypiperidine-1,3-dicarboxylate